6-hydroxy-1,3,4-trimethyl-2-naphthoic acid OC=1C=C2C(=C(C(=C(C2=CC1)C)C(=O)O)C)C